COC=1C=C(OC2=CC=CC(=N2)S(=O)(=O)NC(=O)C=2C(=NC=CC2)N2C(CC(C2)C)(C)C)C=CC1 N-[[6-(3-Methoxyphenoxy)-2-pyridyl]sulfonyl]-2-(2,2,4-trimethylpyrrolidin-1-yl)pyridin-3-carboxamid